C(C)N(C1=CC=C(C(=O)C2=CC=C(C=C2)N(CC)CC)C=C1)CC 4,4'-bis(diethyl-amino)-benzophenone